IC1=CN(C=2N=CN=C(C21)N)C2CN(CCC2)C 5-iodo-7-(1-methylpiperidin-3-yl)-7H-pyrrolo[2,3-d]pyrimidin-4-amine